FC=1C=C(C=C(C1N1S(NC(C1)=O)(=O)=O)O)NC(=O)NC1CN(CCC1)C(=O)OC(C)(C)C tert-butyl 3-[[3-fluoro-5-hydroxy-4-(1,1,4-trioxo-1,2,5-thiadiazolidin-2-yl)phenyl]carbamoyl-amino]piperidine-1-carboxylate